C1(=CC=CC=C1)N1CNC(C12CCNCC2)=O phenyl-1,3,8-triazaspiro[4.5]decan-4-one